N-(3-hydroxy-4-methoxybenzyl)-2-diethylamino-5-nitrobenzamide OC=1C=C(CNC(C2=C(C=CC(=C2)[N+](=O)[O-])N(CC)CC)=O)C=CC1OC